NC1=NC=C(C=C1C=1C=C2C(=C(N1)OC([2H])([2H])[2H])C(N(CC2)CC(F)(F)F)=O)Br 6-(2-amino-5-bromopyridin-3-yl)-8-[(trideuteriomethyl)oxy]-2-(2,2,2-trifluoroethyl)-1,2,3,4-tetrahydropyrido[3,4-c]pyridin-1-one